CN1N=CC=2C1=NC(=NC2N2CCC(CC2)NCCCC2=CC=NC=C2)C 1-(1,6-dimethyl-1H-pyrazolo[3,4-d]pyrimidin-4-yl)-N-(3-(pyridin-4-yl)propyl)piperidin-4-amine